CNC(CC(C)O)C 4-(methylamino)pentan-2-ol